C(C1=CC=C(C(=O)OC)C=C1)(=O)OCCO mono(hydroxyethyl) methyl terephthalate